CC1=CC=C(C=C1)[IH+] (4-methylphenyl)-Iodonium